7-cyano-N-(4-fluoro-3-((methylthio)methyl)phenyl)-8-isopropoxyquinazolin-2-amine C(#N)C1=CC=C2C=NC(=NC2=C1OC(C)C)NC1=CC(=C(C=C1)F)CSC